2-Chloro-6-((1-(methoxycarbonyl)-2,3-dihydro-1H-inden-1-yl)methyl)-5-nitropyrimidine ClC1=NC(=C(C=N1)[N+](=O)[O-])CC1(CCC2=CC=CC=C12)C(=O)OC